(4S)-chroman-4-amine HCl Cl.O1CC[C@@H](C2=CC=CC=C12)N